C(C)(C)(C)OC(=O)N1[C@H]2C[C@H]2[C@H](C1=O)CC(C(=O)OC)NC(=O)OC(C)(C)C (1S,4R,5S)-4-(2-((tert-Butoxycarbonyl)amino)-3-methoxy-3-oxopropyl)-3-oxo-2-azabicyclo[3.1.0]hexane-2-carboxylic acid tert-butyl ester